(R)-5-(Imidazo[1,2-a]pyrimidin-6-yl)-4-methoxy-N-(tetrahydro-2H-pyran-3-yl)pyrrolo[2,1-f][1,2,4]triazin-2-amine N=1C=CN2C1N=CC(=C2)C=2C=CN1N=C(N=C(C12)OC)N[C@H]1COCCC1